CC1=C(C=C(C=C1)C1=NOC(=N1)C)NC(=O)C1=CN=C2N1C=CC(=C2)C=2N=CSC2 N-(2-methyl-5-(5-methyl-1,2,4-oxadiazol-3-yl)phenyl)-7-(thiazol-4-yl)imidazo[1,2-a]pyridine-3-carboxamide